bromophenol compound with dihydropyran O1CCCC=C1.BrC1=C(C=CC=C1)O